(S)-2-Azido-3-(3-indolyl)propionic acid cyclohexylammonium salt C1(CCCCC1)[NH3+].N(=[N+]=[N-])[C@H](C(=O)[O-])CC1=CNC2=CC=CC=C12